FC1=C(C(=O)N[C@H](C)C=2C=NC(=NC2)C(F)(F)F)C=C(C=C1C=1SC(=CN1)C)OC[C@H]1OCCC1 2-fluoro-3-(5-methylthiazol-2-yl)-5-(((S)-tetrahydrofuran-2-yl)methoxy)-N-((R)-1-(2-(trifluoromethyl)pyrimidin-5-yl)ethyl)benzamide